ethyl 5-oxo-6,7-dihydro-4H-2-benzothiophene-1-carboxylate O=C1CC=2C(=C(SC2)C(=O)OCC)CC1